FC1=CC=C(C=C1)NC(=O)C1(CC1)C(=O)NC1=CC=C(C=C1)OC1=CC=NC2=CC(=C(C=C12)C=1OC=NN1)OC 1-N'-(4-fluorophenyl)-1-N-[4-[7-methoxy-6-(1,3,4-oxadiazol-2-yl)quinolin-4-yl]oxyphenyl]cyclopropane-1,1-dicarboxamide